N-[(1R,3S)-3-{[6-chloro-2-(trifluoromethyl)quinolin-4-yl]amino}cyclohexyl]-5-methyl-1H-1,3-benzodiazole-6-carboxamide ClC=1C=C2C(=CC(=NC2=CC1)C(F)(F)F)N[C@@H]1C[C@@H](CCC1)NC(=O)C=1C(=CC2=C(NC=N2)C1)C